4-[[(7R)-8-cyclopentyl-7-ethyl-5,6,7,8-tetrahydro-5-methyl-6-oxo-2-pteridinyl]amino]-3-methoxy-N-(1-methyl-4-piperidinyl)-benzamide C1(CCCC1)N1[C@@H](C(N(C=2C=NC(=NC12)NC1=C(C=C(C(=O)NC2CCN(CC2)C)C=C1)OC)C)=O)CC